1-[2-(5-methoxy-1-methyl-1H-1,2,4-triazol-3-yl)acetyl]pyrrolidine-2-carboxamide tert-butyl-3-((1-benzyl-1H-imidazol-4-yl)carbamoyl)azetidine-1-carboxylate C(C)(C)(C)OC(=O)N1CC(C1)C(NC=1N=CN(C1)CC1=CC=CC=C1)=O.COC1=NC(=NN1C)CC(=O)N1C(CCC1)C(=O)N